5-(Azetidin-3-yl)-2-spiro[3.3]heptan-2-yl-pyridine N1CC(C1)C=1C=CC(=NC1)C1CC2(C1)CCC2